(R)-5-(3-(difluoromethyl)phenyl)-3-fluoro-5,8,8-trimethyl-6-oxo-5,6,7,8,9,10-hexahydrobenzo[b][1,8]naphthyridine-4-carbonitrile FC(C=1C=C(C=CC1)[C@]1(C2=C(NC=3N=CC(=C(C13)C#N)F)CC(CC2=O)(C)C)C)F